ClC=1C=C(SC1)C1=C(C=C2C(=NC(N3C2=C1SC[C@H](C3)OC3=NC=CN=C3)=O)N3C[C@@H](N[C@@H](C3)C)C)C(F)(F)F (S)-11-(4-chlorothien-2-yl)-8-((3S,5r)-3,5-dimethylpiperazin-1-yl)-3-(pyrazin-2-yloxy)-10-(trifluoromethyl)-3,4-dihydro-2h,6h-[1,4]thiazepino[2,3,4-ij]quinazolin-6-one